ClC=1C=C(C=C2CC(NC12)=O)S(=O)(=O)N 7-chloro-2-oxoindoline-5-sulfonamide